(E)-ethyl 3-(4-fluorophenyl)acrylate FC1=CC=C(C=C1)/C=C/C(=O)OCC